NC=1N=C(SC1C(C1=CC=C(C=C1)OCC(=O)NC1=NOC(=C1)C)=O)N(C1=CC=C(C=C1)F)C(C(=O)N)C (N-[4-Amino-5-[4-[2-[(5-methylisoxazol-3-yl)amino]-2-oxoethoxy]benzoyl]thiazol-2-yl]-4-fluoroanilino)propanamid